BrC=1C=C(C=CC1Cl)C1=CC=C(C=C1)F 3-bromo-4-chloro-4'-fluoro-1,1'-biphenyl